O=C1NC(CCC1NC1=CC=C(C=C1)C1CCN(CC1)C(CN1CCC(CC1)N1N=C2C=C(C(=CC2=C1)NC(C1=NC(=CC=C1)C(F)(F)F)=O)OC(C)C)=O)=O N-(2-(1-(2-(4-(4-((2,6-dioxopiperidin-3-yl)amino)phenyl)piperidin-1-yl)-2-oxoethyl)piperidin-4-yl)-6-isopropoxy-2H-indazol-5-yl)-6-(trifluoromethyl)picolinamide